CC=1C(=C(OC1C(=O)O)C=1OC(=CC1)C(=O)O)C Dimethyl-2,2'-bifuran-5,5'-dicarboxylic acid